tert-butyl (2R,5S)-4-(6-chloro-7-(2-fluorophenyl)-1-(2-isopropyl-4-(methylsulfonyl)phenyl)-2-oxo-1,2-dihydropyrido[2,3-d]pyrimidin-4-yl)-2,5-dimethylpiperazine-1-carboxylate ClC1=CC2=C(N(C(N=C2N2C[C@H](N(C[C@@H]2C)C(=O)OC(C)(C)C)C)=O)C2=C(C=C(C=C2)S(=O)(=O)C)C(C)C)N=C1C1=C(C=CC=C1)F